COC1=C(C=CC(=C1)COCCOCCOCCOCCOC)CC=1C(=NC(=NC1C)N)NCCCCC 5-{[2-methoxy-4-(2,5,8,11,14-pentaoxapentadecan-1-yl)phenyl]Methyl}-6-methyl-N4-pentylpyrimidine-2,4-diamine